1-(3-(dimethylamino)pyrrolidin-1-yl)ethan-1-one CN(C1CN(CC1)C(C)=O)C